Cl.C(CCCCCCC)C1=CC=C(C=C1)C1=NOC(=N1)C[C@H]1N(CCC1)C(N)=N (S)-2-((3-(4-octylphenyl)-1,2,4-oxadiazol-5-yl)methyl)pyrrolidine-1-carboximidamide hydrochloride